4-(4-amino-2-{4-[(2-fluoro-1-oxoprop-2-enyl)amino]phenyl}-7-(formylethynyl)-1-methylpyrrolo[3,2-c]pyridin-3-yl)-2-methoxy-N-(2,2,2-trifluoroethyl)benzamide NC1=NC=C(C2=C1C(=C(N2C)C2=CC=C(C=C2)NC(C(=C)F)=O)C2=CC(=C(C(=O)NCC(F)(F)F)C=C2)OC)C#CC=O